8-(2,2,2-trifluoroethyl)-3,8-diazabicyclo[3.2.1]octan FC(CN1C2CNCC1CC2)(F)F